[Si](C)(C)(C(C)(C)C)OCCCOC=1C=CC(=NC1)NC=1C=C2C(=CN=C(C2=CN1)NC)C#CC1=CC2=C(N(N=N2)COCC[Si](C)(C)C)C=C1 N6-[5-[3-[tert-butyl(dimethyl)silyl]oxypropoxy]-2-pyridyl]-N1-methyl-4-[2-[1-(2-trimethylsilylethoxymethyl)benzotriazol-5-yl]ethynyl]-2,7-naphthyridine-1,6-diamine